C(C)(C)(C)OC(=O)N1CCC(CC1)N1CCN(CC1)C1=CC(=C(C=C1)N)OC 4-(4-(4-amino-3-methoxyphenyl)piperazin-1-yl)piperidine-1-carboxylic acid tert-butyl ester